OC(COC1O[C@@H]([C@H]([C@@H]([C@H]1O)O)O)CO)CO (3R,4S,5S,6R)-2-(2,3-dihydroxypropoxy)-6-(hydroxymethyl)oxacyclohexan-3,4,5-triol